2,2-dimethoxy-N-(aminopropyl)-1-aza-2-silacyclopentane CO[Si]1(N(CCC1)CCCN)OC